ClC=CC(F)(F)F 1-chloro-3,3,3-trifluoro-1-propene